C(C=CCCCCCC)OC(CCCCCCCBr)=O (Z)-8-Bromooctanoic acid non-2-en-1-yl ester